ethyl 3-[(1S,5R)-6,6-dimethylbicyclo[3.1.1]hept-2-en-2-yl]propanoate CC1([C@@H]2CC=C([C@H]1C2)CCC(=O)OCC)C